(3S)-3-({1-cyclopentyl-5-[2-(trifluoromethyl)phenyl]-1H-pyrazol-3-yl}formamido)-5-(3-fluoro-3-methylpyrrolidin-1-yl)pentanoic acid C1(CCCC1)N1N=C(C=C1C1=C(C=CC=C1)C(F)(F)F)C(=O)N[C@H](CC(=O)O)CCN1CC(CC1)(C)F